BrC1=CC=C2C(C(=CN(C2=C1)C(C)C)C(=O)OCC)=O ethyl 7-bromo-1-isopropyl-4-oxo-1,4-dihydroquinoline-3-carboxylate